CCCC=CCCCCC dec-4-ene